tert-Butyl 4-[4-[3-cyano-4-[1-(5-methylthiazol-2-yl)ethoxy]pyrazolo[1,5-a]pyridin-6-yl]-5-methyl-triazol-1-yl]piperidine-1-carboxylate C(#N)C=1C=NN2C1C(=CC(=C2)C=2N=NN(C2C)C2CCN(CC2)C(=O)OC(C)(C)C)OC(C)C=2SC(=CN2)C